C(CCCC)=O 1-pentaneOne